C(C)C=1C=C2C(=NC1OC)SC(=N2)N 6-ethyl-5-methoxythiazolo[5,4-b]pyridin-2-amine